1-(2-methoxyethyl)-1,3-dihydro-2H-benzo[d]imidazol-2-one COCCN1C(NC2=C1C=CC=C2)=O